5-(6-amino-1H-benzo[d]imidazol-2-yl)-2-nitrobenzoic acid NC=1C=CC2=C(NC(=N2)C=2C=CC(=C(C(=O)O)C2)[N+](=O)[O-])C1